OC1=C(C=CC(=C1)OC)C(\C=C\C1=CC=C(C=C1)C(=O)N1CCCCC1)=O (E)-1-(2-Hydroxy-4-methoxyphenyl)-3-[4-(piperidine-1-carbonyl)phenyl]prop-2-en-1-one